C(C1CO1)OCCC[Si](OC)(OC)OC 3-glycidoxy-propyl-trimethoxysilane